tert-butyl (exo-3-(4-(4-(4-(2-((tert-butoxycarbonyl)amino)-2-methylpropanoyl)piperazine-1-carboxamido)-2-oxopyrimidin-1(2H)-yl)benzyl)-3-azabicyclo[3.1.0]hexan-6-yl)carbamate C(C)(C)(C)OC(=O)NC(C(=O)N1CCN(CC1)C(=O)NC1=NC(N(C=C1)C1=CC=C(CN2CC3C(C3C2)NC(OC(C)(C)C)=O)C=C1)=O)(C)C